NC1=C2N=CN(C2=NC(=N1)F)[C@H]1C[C@@H]([C@@](O1)(C#C)CO[P@](=O)(OC1=CC=CC=C1)N[C@@H](CC1=CC=CC=C1)C(=O)OCC(CCCCCCCCC)CCCCCCCCC)O 2-Nonylundecyl ((S)-(((2R,3S,5R)-5-(6-amino-2-fluoro-9H-purin-9-yl)-2-ethynyl-3-hydroxytetrahydrofuran-2-yl) methoxy)(phenoxy)phosphoryl)-L-phenylalaninate